N-(3-(2-(ethylamino)-7-methylpyrido[2,3-d]pyrimidin-6-yl)-4-methylphenyl)-2-(trifluoromethyl)isonicotinamide C(C)NC=1N=CC2=C(N1)N=C(C(=C2)C=2C=C(C=CC2C)NC(C2=CC(=NC=C2)C(F)(F)F)=O)C